(R)-(+)-N-propargyl-1-aminoindene-L-tartrate C(=O)(O)[C@H](O)[C@@H](O)C(=O)O.C(C#C)N[C@@H]1C=CC2=CC=CC=C12